ethyl (2S)-2-[(2S)-2-amino-3-{4-[bis(2-chloroethyl)amino]phenyl}propanamido]-3-(4-fluorophenyl)propanoate hydrochloride Cl.N[C@H](C(=O)N[C@H](C(=O)OCC)CC1=CC=C(C=C1)F)CC1=CC=C(C=C1)N(CCCl)CCCl